cumenone C1(=CC=CC=C1)C(C=O)C